C1(CC1)N1CCN(CC1)C1CCN(CC1)C1=C(C=C(C(=C1)OC)NC1=NC=NC(=C1)N1OCC[C@@H]1C1=CC(=CC(=C1)OC1=CC(=CC=C1)F)F)NC(C=C)=O (R)-N-(2-(4-(4-cyclopropylpiperazin-1-yl)piperidin-1-yl)-5-((6-(3-(3-fluoro-5-(3-fluorophenoxy)phenyl)isoxazolidin-2-yl)pyrimidin-4-yl)amino)-4-methoxyphenyl)acrylamide